COC(=O)C=1N=CN(C1)CC1=CC=C(C=C1)OCC1=CC2=CC=CC=C2C=C1 1-(4-(Naphthalen-2-ylmethoxy)benzyl)-1H-imidazole-4-carboxylic acid methyl ester